1-(2-chloroacetyl)-4-piperidinenitrile ClCC(=O)N1CCC(CC1)C#N